[C@@H]12OC[C@@](CC1)(C2)N2N=C1N=C(C(=CC1=C2)C(=O)NC=2C(N(C=CC2)[C@@H]2[C@@H](C2)F)=O)OC2CC2 2-((1R,4R)-2-oxabicyclo[2.2.1]heptan-4-yl)-6-cyclopropoxy-N-(1-((1S,2R)-2-fluorocyclopropyl)-2-oxo-1,2-dihydropyridin-3-yl)-2H-pyrazolo[3,4-b]pyridine-5-carboxamide